FC(C)(C)C1CCC(CC1)CN1[C@@H]([C@H]([C@@H]([C@H](C1)O)O)O)C (2R,3R,4R,5S)-1-(((1R,4R)-4-(2-Fluoropropan-2-yl)cyclohexyl)methyl)-2-methylpiperidine-3,4,5-triol